tert-butyl (((R or S)-4-((2-methoxyquinolin-3-yl)methyl)benzyl)(methyl)(oxo)-λ6-sulfaneylidene)carbamate COC1=NC2=CC=CC=C2C=C1CC1=CC=C(CS(=O)(C)=NC(OC(C)(C)C)=O)C=C1